C[SiH2]OCOC(C)=O methyl-acetoxymethoxysilane